O=C1N(CCC(N1)=O)C1=NN(C2=CC(=CC=C12)C=O)C 3-(2,4-dioxo-1,3-diazinane-1-yl)-1-methyl-1H-indazole-6-carbaldehyde